N-(methylsulfonyl)-N-((perfluoroethyl)thio)methanesulfonamide CS(=O)(=O)N(S(=O)(=O)C)SC(C(F)(F)F)(F)F